Sodium Lauroyl Glutaminate N[C@@H](CCC(N)=O)C(=O)OC(CCCCCCCCCCC)=O.[Na]